FC=1C=C(C=NC1)OCCN(CC[C@@H](C(=O)O)NC1=NC(=CN=C1)C1=CC=CC=C1)CCCCC1=NC=2NCCCC2C=C1 (S)-4-((2-((5-fluoropyridin-3-yl)oxy)ethyl)(4-(5,6,7,8-tetrahydro-1,8-naphthyridin-2-yl)butyl)amino)-2-((6-phenylpyrazin-2-yl)amino)butanoic acid